(3-phenyl-1,2,3-oxadiazol-3-ium-5-yl)((3-(trifluoromethyl)phenyl)carbamoyl)amide C1(=CC=CC=C1)[N+]1=NOC(=C1)[N-]C(NC1=CC(=CC=C1)C(F)(F)F)=O